CN1N=NC2=C1C=CC(=C2C)CCC(=O)[O-] 3-(1,4-dimethyl-1H-benzotriazol-5-yl)propanoate